C(C)(C)(C)C=1C=CC2=C(N=C(N=C2C2=CC(=CC(=C2)C)C)Cl)N1 7-tert-butyl-2-chloro-4-(3,5-dimethylphenyl)pyrido[2,3-d]pyrimidine